(M)-3-Amino-4-(3-hydroxy-2,6-dimethylphenyl)-6-(trifluoromethyl)quinoline-2-carboxamide NC=1C(=NC2=CC=C(C=C2C1C1=C(C(=CC=C1C)O)C)C(F)(F)F)C(=O)N